4-(3-carbamoylphenyl)pyrrolidine-1-carboxylic acid tert-butyl ester C(C)(C)(C)OC(=O)N1CCC(C1)C1=CC(=CC=C1)C(N)=O